tert-butyl ((1R,4R)-4-(15-phenyl-2,5,8,11,14-pentaoxapentadecyl)cyclohexyl)carbamate C1(=CC=CC=C1)COCCOCCOCCOCCOCC1CCC(CC1)NC(OC(C)(C)C)=O